N-(2-Methyl-5-(8-(4-(methylsulfonamido)phenyl)-2-oxobenzo[h][1,6]naphthyridin-1(2H)-yl)phenyl)acrylamide CC1=C(C=C(C=C1)N1C(C=CC2=CN=C3C(=C12)C=CC(=C3)C3=CC=C(C=C3)NS(=O)(=O)C)=O)NC(C=C)=O